COC1=NC=C(C=C1OC)C=C 2,3-dimethoxy-5-vinyl-pyridine